2-(4-chlorophenoxy)-N-((3R,5S,6R)-5-fluoro-6-(5-(3-cis-(trifluoromethoxy)cyclobutyl)-1,3,4-oxadiazol-2-yl)tetrahydro-2H-pyran-3-yl)acetamide ClC1=CC=C(OCC(=O)N[C@H]2CO[C@@H]([C@H](C2)F)C=2OC(=NN2)C2(CCC2)OC(F)(F)F)C=C1